C(=C/C(=C(\\C(=O)O)/[O-])/C(=O)[O-])\\C=O The molecule is a dicarboxylic acid dianion arising from deprotonation of both carboxy groups of 2-hydroxy-3-(3-oxoprop-1-enyl)but-2-enedioic acid; major species at pH 7.3. It is a conjugate base of a 2-hydroxy-3-(3-oxoprop-1-enyl)but-2-enedioic acid.